N[C@@H]1C[C@H](CCC1)CNC1=NN(C(=C1)C1=CC(=C(C=C1)C(F)(F)F)F)C1=CC=C(C=C1)OC N-(((1S,3S)-3-aminocyclohexyl)methyl)-5-(3-fluoro-4-(trifluoromethyl)phenyl)-1-(4-methoxyphenyl)-1H-pyrazol-3-amine